ClC1=CC(=NC(=C1O)Cl)C(=O)NC1=C2C(N(C=NC2=C(C=C1)C)CC1=C(C=CC=C1)OC(F)(F)F)=O 4,6-dichloro-5-hydroxy-N-(8-methyl-4-oxo-3-(2-(trifluoromethoxy)benzyl)-3,4-dihydroquinazolin-5-yl)picolinamide